N,N-bis(2-hydroxyethyl)taurine OCCN(CCS(=O)(=O)O)CCO